{trans-4-[(tert-butoxycarbonyl)amino]cyclohexyl}methyl acetate C(C)(=O)OC[C@@H]1CC[C@H](CC1)NC(=O)OC(C)(C)C